FC1=C(C(=CC(=C1)OC1C[C@@H]2[C@@H](CNC2)C1)F)C1=NN2C(N=CC=C2N[C@H](C)C(C)C)=N1 (2,6-difluoro-4-(((3ar,5s,6as)-octahydrocyclopenta[c]pyrrol-5-yl)oxy)phenyl)-N-((R)-3-methylbut-2-yl)-[1,2,4]triazolo[1,5-a]pyrimidin-7-amine